P(=O)(OC(CCC)CCCC)(OC(CCC)CCCC)[O-] di-(4-octyl) phosphate